Tert-butyl 3-(((benzyloxy) carbonyl) (methyl) amino)-4-morpholino-4-oxobutanoate C(C1=CC=CC=C1)OC(=O)N(C(CC(=O)OC(C)(C)C)C(=O)N1CCOCC1)C